4-(9-carbazolyl)benzaldehyde C1=CC=CC=2C3=CC=CC=C3N(C12)C1=CC=C(C=O)C=C1